(2R,6S)-2,6-dimethyloxan C[C@H]1O[C@H](CCC1)C